FC1(CCC2=C1N=C(N=C2C=2C=C1C=CNC(C1=CC2)=O)N2[C@H](CC2)C)F (S)-6-(7,7-difluoro-2-(2-methylazetidin-1-yl)-6,7-dihydro-5H-cyclopenta[d]pyrimidin-4-yl)isoquinolin-1(2H)-one